N[C@@H](CC(=O)OC(C)C)C isopropyl (R)-3-aminobutyrate